NCCNCCO[Si](OC)(OC)C1=CC=CC=C1 (AMINOETHYLAMINOMETHYL)phenyl-TRIMETHOXYSILANE